N[C@H](CC(=O)O)CC1=CC=C(C=C1)F (S)-3-amino-4-(4-fluorophenyl)butyric acid